S1N=C(C=C1)CN isothiazol-3-ylmethanamine